glycerine monoisostearate C(CCCCCCCCCCCCCCC(C)C)(=O)O.OCC(O)CO